butan-1-aminium bromide [Br-].C(CCC)[NH3+]